1,7-dimethyl-8-(methylsulfonyl)-3-(prop-2-ynyl)-1H-purine CN1CN(C2=NC(N(C2=C1)C)S(=O)(=O)C)CC#C